2-(1-isopropyl-3-methyl-1H-indazol-7-yl)-2-(3-((5-(4-methoxy-5,6,7,8-tetrahydro-1,8-naphthyridin-2-yl)pentyl)oxy)azetidin-1-yl)acetic acid C(C)(C)N1N=C(C2=CC=CC(=C12)C(C(=O)O)N1CC(C1)OCCCCCC1=NC=2NCCCC2C(=C1)OC)C